4-(1-(2-chloro-4-nitrophenoxy)ethyl)thiazole ClC1=C(OC(C)C=2N=CSC2)C=CC(=C1)[N+](=O)[O-]